2-(1-(4-(5-Methylpyrimidin-2-yl)piperazin-1-yl)-1-oxopropan-2-yl)-2H-indazole-7-carboxamide CC=1C=NC(=NC1)N1CCN(CC1)C(C(C)N1N=C2C(=CC=CC2=C1)C(=O)N)=O